8-{(6-Chloropyridin-3-yl)oxy}quinoline-5-carbonitrile ClC1=CC=C(C=N1)OC1=CC=C(C=2C=CC=NC12)C#N